FC=1C(=NC(=NC1)NC1CCN(CC1)S(=O)(=O)C)C1=C(C2=C(C3(N(C2=O)CC2=CC=C(C=C2)OC)CC3)S1)C 2'-[5-fluoro-2-[(1-methylsulfonylpiperidin-4-yl)amino]pyrimidin-4-yl]-5'-[(4-methoxyphenyl)methyl]-3'-methylspiro[cyclopropane-1,6'-thieno[2,3-c]pyrrole]-4'-one